N1(CCC1)C(=O)C1=NC=CC(=C1O)NC=1C(C(C1NC1C(CCC=2N=C(SC21)C)(C)C)=O)=O 3-((2-(azetidine-1-carbonyl)-3-hydroxypyridin-4-yl)amino)-4-((2,6,6-trimethyl-4,5,6,7-tetrahydrobenzo[d]thiazol-7-yl)amino)cyclobut-3-ene-1,2-dione